C(C=C)(=O)O.C(C=C)(=O)O.C(C=C)(=O)O.OC(CCOCCC(O)(O)O)(O)O trishydroxypropyl ether triacrylate